methyl-4H-thieno[3,2-b]pyrrole CC1=CC=2NC=CC2S1